p-Nitrosophenol C1=CC(=CC=C1N=O)O